CC1=C(C=2N(N=C1N1CC=3C=CC=NC3CC1)C=NN2)C 6-(7,8-dimethyl-[1,2,4]triazolo[4,3-b]pyridazin-6-yl)-7,8-dihydro-5H-1,6-naphthyridine